P(=O)(O)(O)N[C@@H](CCC(=O)[O-])C(=O)[O-] phosphoglutamate